FC1=C(C=C(C=C1)C12C(C(C(C(C1)O)O2)C=2C(=NN(C2)C)C(F)(F)F)C(=O)N)C(F)(F)F 4-fluoro-3-(trifluoromethyl)phenyl-5-hydroxy-3-(1-methyl-3-(trifluoromethyl)-1H-pyrazol-4-yl)-7-oxabicyclo[2.2.1]heptane-2-carboxamide